2,4-bis-butyl-oxyphenyl-1,3,5-triazine C(CCC)OC1=C(C=CC(=C1)OCCCC)C1=NC=NC=N1